N-((7-ethenylimidazo[1,2-a]pyridin-2-yl)methyl)-4-oxo-4H-pyrido[1,2-a]pyrimidine-2-carboxamide C(=C)C1=CC=2N(C=C1)C=C(N2)CNC(=O)C=2N=C1N(C(C2)=O)C=CC=C1